C(C)N(C(=O)C1=C(OC2=C(N=CN=N2)N2CC3(CN(C3)[C@H](CCCN(C(OC)=O)C)C(C)C)CC2)C=CC(=C1)F)C(C)C methyl (R)-(4-(6-(6-(2-(ethyl(isopropyl)carbamoyl)-4-fluorophenoxy)-1,2,4-triazin-5-yl)-2,6-diazaspiro[3.4]octan-2-yl)-5-methylhexyl)(methyl)carbamate